ClC1=NC=2CC(N(CC2C=C1)C(=O)OC(C)(C)C)CNCCCO tert-butyl 2-chloro-7-(((3-hydroxypropyl)amino)methyl)-7,8-dihydro-1,6-naphthyridine-6(5H)-carboxylate